Isopropyl ((2-chlorophenoxy)(4-nitro phenoxy)phosphoryl)-L-alaninate ClC1=C(OP(=O)(OC2=CC=C(C=C2)[N+](=O)[O-])N[C@@H](C)C(=O)OC(C)C)C=CC=C1